2-fluoro-4'-[(1-{[4-(propan-2-yl)phenyl]carbamoyl}-D-prolyl)amino][1,1'-biphenyl]-4-carboxylic acid FC1=C(C=CC(=C1)C(=O)O)C1=CC=C(C=C1)NC([C@@H]1N(CCC1)C(NC1=CC=C(C=C1)C(C)C)=O)=O